ClC=1C=CC2=C([C@@H](C[C@@H](O2)C(=O)NC23CC(C2)(C3)N3N=CC(=C3)NCCOC(F)(F)F)O)C1 (2R,4R)-6-chloro-4-hydroxy-N-[3-{4-([2-(trifluoromethoxy)ethyl]amino)-1H-pyrazol-1-yl}bicyclo[1.1.1]pentan-1-yl]-3,4-dihydro-2H-1-benzopyran-2-carboxamide